(1s,4r,5r)-5-[[3-(2-chloro-6-methylphenyl)-5-cyclopropyl-1,2-oxazol-4-yl]methoxy]-2-[(4-methoxyphenyl)methyl]-2-azabicyclo[2.2.1]heptan-3-one ClC1=C(C(=CC=C1)C)C1=NOC(=C1CO[C@H]1[C@@H]2C(N([C@H](C1)C2)CC2=CC=C(C=C2)OC)=O)C2CC2